1-(4-((4-((4-((2-(4,6-dihydropyrrolo[3,4-c]pyrazol-5(1H)-yl)pyridin-4-yl)oxy)-2-fluorophenyl)amino)-7-methoxyquinazolin-6-yl)amino)piperidin-1-yl)prop-2-en-1-one N1N=CC2=C1CN(C2)C2=NC=CC(=C2)OC2=CC(=C(C=C2)NC2=NC=NC1=CC(=C(C=C21)NC2CCN(CC2)C(C=C)=O)OC)F